CCCCCC1=CC=CC=C1CCCCC Dipentylbenzene